di-tert-butyl (diethylamino) phosphite P(OC(C)(C)C)(OC(C)(C)C)ON(CC)CC